(6S,9S)-1-amino-6-((4-(aminomethyl)phenyl)carbamoyl)-9-isopropyl-1,8,11-trioxo-13,16,19-trioxa-2,7,10-triazaheneicosane NC(NCCC[C@H](NC([C@@H](NC(COCCOCCOCC)=O)C(C)C)=O)C(NC1=CC=C(C=C1)CN)=O)=O